O-((2R,3R,4S,5R)-2-(6-amino-2-fluoro-9H-purin-9-yl)-4-(benzyloxy)-5-((benzyloxy)methyl)-5-(cyclopropylidenemethyl)tetrahydrofuran-3-yl) O-phenyl carbonothioate C(O[C@H]1[C@@H](O[C@]([C@H]1OCC1=CC=CC=C1)(C=C1CC1)COCC1=CC=CC=C1)N1C2=NC(=NC(=C2N=C1)N)F)(OC1=CC=CC=C1)=S